Tert-butyl (3R,4S)-4-[[2-[3-(N-tert-butoxycarbonyl-2-methoxy-4-methylsulfonyl-anilino)prop-1-ynyl]-1-(2,2,2-trifluoroethyl)indol-4-yl]amino]-3-fluoro-piperidine-1-carboxylate C(C)(C)(C)OC(=O)N(C1=C(C=C(C=C1)S(=O)(=O)C)OC)CC#CC=1N(C2=CC=CC(=C2C1)N[C@@H]1[C@@H](CN(CC1)C(=O)OC(C)(C)C)F)CC(F)(F)F